4-(9,9-difluoro-7-(2-methyl-2H-1,2,3-triazol-4-yl)-9H-fluoren-2-yl)-1H-1,2,3-triazole-5-carboxylic acid FC1(C2=CC(=CC=C2C=2C=CC(=CC12)C=1N=NNC1C(=O)O)C1=NN(N=C1)C)F